CC1=NC2=C(N1)C=C(C=C2C(=O)O)C2=CC=C(C=C2)C2=CC=C(C=C2)OCC2CCNCC2 2-methyl-6-(4'-(piperidin-4-ylmethoxy)-[1,1'-biphenyl]-4-yl)-1H-benzo[d]imidazole-4-carboxylic acid